2,2',2''-((2R,5R,8R,11R)-2,5,8,11-tetramethyl-1,4,7,10-tetraazacyclododecane-1,4,7-triyl)triacetic acid C[C@H]1N(C[C@H](NC[C@H](N(C[C@H](N(C1)CC(=O)O)C)CC(=O)O)C)C)CC(=O)O